((7aR,8R,10R,10aR)-10-(4-aminopyrrolo[2,1-f][1,2,4]triazin-7-yl)-10-cyano-2,6-dioxooctahydro-2H-furo[3,4-b][1,4]dioxonin-8-yl)methyl isobutyl carbonate C(OC[C@H]1O[C@@]([C@@H]2OC(CCCC(O[C@@H]21)=O)=O)(C#N)C2=CC=C1C(=NC=NN12)N)(OCC(C)C)=O